(5RS)-2-[(2-Chloropyridin-4-yl)methyl]-5-(pyrrolidin-1-ylcarbonyl)-5,6,7,8-tetrahydro[1,2,4]triazolo[4,3-a]pyridin-3(2H)-one ClC1=NC=CC(=C1)CN1N=C2N([C@H](CCC2)C(=O)N2CCCC2)C1=O |r|